4-amino-N-cyclopropyl-7-fluoro-N-((3R)-6-(trifluoromethyl)-2,3-dihydro-1-benzofuran-3-yl)-1,3-dihydrofuro[3,4-c]quinoline-8-carboxamide NC1=NC=2C=C(C(=CC2C2=C1COC2)C(=O)N([C@H]2COC1=C2C=CC(=C1)C(F)(F)F)C1CC1)F